OCCNCCN BETA-hydroxyethyl-ethylenediamine